C(C)OC(=O)C=1C=NN2C1N=C(C=C2CC)N2C(N(CC2)C(C)C)=O 7-ethyl-5-(3-isopropyl-2-oxoimidazolidin-1-yl)pyrazolo[1,5-a]Pyrimidine-3-carboxylic acid ethyl ester